C(OCC1[C@H]2CCC#CCC[C@@H]12)(ON1C(CCC1=O)=O)=O [(1R,8S)-9-bicyclo[6.1.0]non-4-ynyl]methyl (2,5-dioxopyrrolidin-1-yl) carbonate